5-Chloro-N4-(1-cyclohexylpiperidin-4-yl)-3-nitropyridine-2,4-diamine ClC=1C(=C(C(=NC1)N)[N+](=O)[O-])NC1CCN(CC1)C1CCCCC1